bithiophene-3-yl S1C=C(C=C1)C1=CSC=C1